NCCC[Si](OCC)(OCC)C γ-aminopropyl-methyldiethoxysilane